OC(=O)C(F)(F)F.N=1C=C(N2N=CC=CC21)C#CC=2C=C(C=CC2C)N 3-Imidazo[1,2-b]pyridazin-3-ylethynyl-4-methyl-phenylamine TFA salt